(1-(2,2-diphenylacetyl)piperazine-2-carbonyl)-L-valine methyl ester COC([C@@H](NC(=O)C1N(CCNC1)C(C(C1=CC=CC=C1)C1=CC=CC=C1)=O)C(C)C)=O